bis(2,6-difluoro-3-(N-cyclohexylmethylaminobenzoylamino)phenyl)titanium FC1=C(C(=CC=C1N(NCC1CCCCC1)C(C1=CC=CC=C1)=O)F)[Ti]C1=C(C(=CC=C1F)N(NCC1CCCCC1)C(C1=CC=CC=C1)=O)F